hydroxycinnamic acid sulfate C1=CC=C(C(=C1)/C=C/C(=O)OS(=O)(=O)O)O